CC=1SC(=CC1C(=O)NC1=NC(=NS1)CC(C)O)C1=CC(=CC=C1)C#N 2-methyl-5-(3-cyanophenyl)-N-(3-(2-hydroxypropyl)-1,2,4-thiadiazol-5-yl)thiophene-3-carboxamide